OC=1C(=C(C=CC1)C=1C=C(SC1)C(=O)NC1=CC(=CC=C1)NS(=O)(=O)C)C 4-(3-hydroxy-2-methylphenyl)-N-(3-(methylsulfonamido)phenyl)thiophene-2-carboxamide